FC(C=1C=C(C(=C(C#N)C1)C)OC1=C(N=CN(C1=O)CC1=CN=C(NC1=O)C)C(C(F)(F)F)(F)F)F 5-(difluoromethyl)-2-methyl-3-((1-((2-methyl-6-oxo-1,6-dihydropyrimidin-5-yl)methyl)-6-oxo-4-(perfluoroethyl)-1,6-dihydropyrimidin-5-yl)oxy)benzonitrile